S1C(=NC2=C1C=CC=C2)NC(=O)C=2C=CC=C1CCN(CC21)C2=CC=C(C(=N2)C(=O)OC(C)(C)C)C2=C(C=C(OCCC[C@@H]1C[C@H](N(CC1)CC(=O)O)C)C=C2)C 2-[(2R,4S)-4-[3-[4-[6-[8-(1,3-benzothiazol-2-ylcarbamoyl)-3,4-dihydro-1H-isoquinolin-2-yl]-2-tert-butoxycarbonyl-3-pyridyl]-3-methyl-phenoxy]propyl]-2-methyl-1-piperidyl]acetic acid